tert-Butyl (R)-4-(4-((1-(3-amino-5-(trifluoromethyl)phenyl)ethyl)amino)-2-methylpyrido[3,4-d]pyrimidine-6-yl)-1H-pyrazole-1-carboxylate NC=1C=C(C=C(C1)C(F)(F)F)[C@@H](C)NC=1C2=C(N=C(N1)C)C=NC(=C2)C=2C=NN(C2)C(=O)OC(C)(C)C